1-fluorobenzene-2,3,4,5,6-d FC1=C(C(=C(C(=C1[2H])[2H])[2H])[2H])[2H]